5-chloro-2-[(E)-2-(3-trifluoromethyl-phenyl)-vinyl]-benzaldehyde ClC=1C=CC(=C(C=O)C1)\C=C\C1=CC(=CC=C1)C(F)(F)F